CC(C(=O)OC)C(=O)C methyl α-methylacetoacetate